IC=1C=C(C=CC1)NCCNC1=CC=CC=C1 N1-(3-Iodophenyl)-N2-phenylethane-1,2-diamine